O1CCOC2=NC=3C(=CC=NC3C=C21)OC2=CC=C(C=N2)NC(=O)C2(CC2)C(=O)NC2=CC=C(C=C2)F 1-N'-[6-(2,3-dihydro-[1,4]dioxino[2,3-b][1,5]naphthyridin-6-yloxy)pyridin-3-yl]-1-N-(4-fluorophenyl)cyclopropane-1,1-dicarboxamide